N-(2,2-Dimethyl-6-(3-sulfamoylpyrrolidin-1-yl)-2,3-dihydrobenzo-furan-5-yl)pyrazolo[1,5-a]pyrimidine-3-carboxamide CC1(OC2=C(C1)C=C(C(=C2)N2CC(CC2)S(N)(=O)=O)NC(=O)C=2C=NN1C2N=CC=C1)C